C(C)(C)(C)OC(=O)N1C(C(CC1)CC1=CC(=C(C=C1)Cl)F)=O.C(#C)C=1SC=C(N1)NC(=O)N1CCN(CC1)C1=CC=C(C=C1)C1=CC(=CC=C1)NC1CC(C1)O N-(2-ethynylthiazol-4-yl)-4-(3'-((3-hydroxycyclobutyl)amino)-[1,1'-biphenyl]-4-yl)piperazine-1-carboxamide tert-butyl-3-(4-chloro-3-fluorobenzyl)-2-oxopyrrolidine-1-carboxylate